1-Butanethiol C(CCC)S